N-(1-isopropylpiperidine-4-yl)-6-methoxy-7-(4-(pyrrolidine-1-yl)-1-butyne-1-yl)-2-(2-azaspiro[4.4]nonane-2-yl)quinazoline-4-amine C(C)(C)N1CCC(CC1)NC1=NC(=NC2=CC(=C(C=C12)OC)C#CCCN1CCCC1)N1CC2(CC1)CCCC2